ClC1=CC(=C(C=C1Cl)O)C1=CCCNC1 4,5-dichloro-2-(1,2,3,6-tetrahydropyridin-5-yl)phenol